ClC=1C=C2C(=NC(=NC2=C(C1C1=C2C=NNC2=CC=C1C)OC1CC1)N1CCC(CC1)N(C)C)N1CCN(CC1)C(C=C)=O 1-(4-(6-chloro-8-cyclopropoxy-2-(4-(dimethylamino)piperidin-1-yl)-7-(5-methyl-1H-indazol-4-yl)quinazolin-4-yl)piperazin-1-yl)prop-2-en-1-one